C1(CC1)CC1=C(C(=NN1C=1SC=C(N1)C(=O)OCC)C1=CC(=C(C=C1)F)C#CC(C)(C)O)CC1=CC(=C(C=C1)S(N)(=O)=O)F ethyl 2-(5-(cyclopropylmethyl)-3-(4-fluoro-3-(3-hydroxy-3-methylbut-1-yn-1-yl)phenyl)-4-(3-fluoro-4-sulfamoylbenzyl)-1H-pyrazol-1-yl)thiazole-4-carboxylate